6-(2-Isopropoxypyridin-3-yl)-1-(4-(1-methyl-4-(trifluoromethyl)-1H-imidazol-2-yl)benzyl)-1,3-dihydro-2H-imidazo[4,5-c]pyridin-2-one C(C)(C)OC1=NC=CC=C1C1=CC2=C(C=N1)NC(N2CC2=CC=C(C=C2)C=2N(C=C(N2)C(F)(F)F)C)=O